3-(5'-bromospiro[cyclohexane-1,3'-indoline]-1'-carbonyl)-N-cyclopropylbenzenesulfonamide BrC=1C=C2C3(CN(C2=CC1)C(=O)C=1C=C(C=CC1)S(=O)(=O)NC1CC1)CCCCC3